N,N-dimethyl-2-(2,3,4,5-tetramethylcyclopenta-1,3-dien-1-yl)aniline CN(C1=C(C=CC=C1)C1=C(C(=C(C1C)C)C)C)C